5-chlorobenzimidazole ClC1=CC2=C(N=CN2)C=C1